[Si](C)(C)(C(C)(C)C)OCCNC=1C=2C3=C(N(C2C(=C(C1)Cl)Cl)C(F)F)CCNC(C3C)=O 10-((2-((tert-butyldimethylsilyl)oxy)ethyl)amino)-7,8-dichloro-6-(difluoromethyl)-1-methyl-3,4,5,6-tetrahydroazepino[4,5-b]indol-2(1H)-one